ClCC(C(F)(F)F)F 3-chloro-1,1,1,2-tetrafluoropropane